CC1(CC(C(CC1)C(CO)C)O)C 1-methyl-p-menthane-3,9-diol